4-pentadienoaldehyde C=C=CC(C)=O